2-(4-Chlorophenyl)-4-(biphenyl-4-yl)-6-phenylpyrimidine ClC1=CC=C(C=C1)C1=NC(=CC(=N1)C1=CC=C(C=C1)C1=CC=CC=C1)C1=CC=CC=C1